C(C1=CC=CC=C1)OC(=O)N1CCN(CC1)C1CN(CC1)C(=O)OC(C)(C)C 4-(1-(tert-Butoxycarbonyl)pyrrolidin-3-yl)piperazine-1-carboxylic acid benzyl ester